C(C)(C)(C)N1CC(C1)C1=NN(C2=CC=C(C=C12)C=1SC2=C(N1)C=C(C(=C2C2=CC=C(C=C2)Cl)[C@@H](C(=O)O)OC2CC2)C)C (S)-2-(2-(3-(1-(tert-butyl)azetidin-3-yl)-1-methyl-1H-indazol-5-yl)-7-(4-chlorophenyl)-5-methylbenzo[d]thiazol-6-yl)-2-cyclopropoxyacetic acid